4-(6-(N-(5-chloro-6-(2-methyl-5-(trifluoromethyl)phenyl)pyridin-2-yl)sulfamoyl)pyridin-2-yl)piperazine-1-carboxylic acid tert-butyl ester C(C)(C)(C)OC(=O)N1CCN(CC1)C1=NC(=CC=C1)S(NC1=NC(=C(C=C1)Cl)C1=C(C=CC(=C1)C(F)(F)F)C)(=O)=O